COC1C(CCCC1)(S(=O)(=O)N)C=1C=NC=C(C1)C=1C=C2C(=NC=NC2=CC1)N1CCN(CC1)C(C=CC(C)=O)=O 2-methoxy-(5-(4-(4-(4-oxopent-2-enoyl)piperazin-1-yl)quinazolin-6-yl)pyridin-3-yl)cyclohexanesulfonamide